4-(4-fluoro-3-methoxyphenyl)-1-(5-(isopropylsulfanyl)-4-(4-(trifluoromethyl)phenyl)thiazol-2-yl)-3-methyl-1H-pyrazole-5-carboxylic acid FC1=C(C=C(C=C1)C=1C(=NN(C1C(=O)O)C=1SC(=C(N1)C1=CC=C(C=C1)C(F)(F)F)SC(C)C)C)OC